NC1=C(N=C(C(=N1)N1CCC2(CC1)[C@@H](C1=CC=CC=C1C2)N)Br)SC2=C(C(=NC=C2)N)Cl (S)-1'-(6-amino-5-((2-amino-3-chloropyridin-4-yl)thio)-3-bromopyrazin-2-yl)-1,3-dihydrospiro[indene-2,4'-piperidine]-1-amine